FC1=C(C(=CC=C1C=1C=NC(=CC1)C1=CC=CC=C1)O)N1CC(NS1(=O)=O)=O 5-(2-fluoro-6-hydroxy-3-(6-phenylpyridin-3-yl)phenyl)-1,2,5-thiadiazolidin-3-one 1,1-dioxide